FC1=CC=C(C=C1)NC1=NC=NC2=CC(=CC=C12)C=1C=NC(=CC1)N1CCOCC1 N-(4-fluorophenyl)-7-(6-morpholinylpyridin-3-yl)quinazolin-4-amine